1-(BUTAN-2-YL)PIPERIDINE-4-CARBALDEHYDE CC(CC)N1CCC(CC1)C=O